3-Isopropyl-4-(pyrimidin-5-yl)-3H-imidazo[4,5-c]pyridine-6-carboxylic acid methyl ester COC(=O)C1=CC2=C(C(=N1)C=1C=NC=NC1)N(C=N2)C(C)C